tert-butyl (3-(3-aminoisoquinolin-6-yl)prop-2-yn-1-yl)carbamate NC=1N=CC2=CC=C(C=C2C1)C#CCNC(OC(C)(C)C)=O